COC1=C(OC(=O)C2=CC=C(OC(CCCCCOC(=O)C(=C)C)CC)C=C2)C=CC(=C1)\C=C\C(=O)OC 1-[6-[4-[2-methoxy-4-[(E)-2-methoxycarbonyl-vinyl]-phenoxycarbonyl]-phenoxy]-octyloxycarbonyl]-1-methyl-ethylene